tetrafluoro-1,4-bis(bromomethyl)benzene FC1=C(C(=C(C(=C1CBr)F)F)CBr)F